5-amino-8-(2,6-dimethyl-4-pyridinyl)-2-[2-[ethyl-(methyl)amino]ethyl]-7-phenyl-[1,2,4]triazolo[4,3-c]pyrimidin-3-one NC1=NC(=C(C=2N1C(N(N2)CCN(C)CC)=O)C2=CC(=NC(=C2)C)C)C2=CC=CC=C2